5-(8,9,10,11-tetrahydro-3H-pyrazolo[4,3-a]phenanthridin-7-yl)benzo[d]thiazol-2-amine C1=NNC=2C1=C1C=3CCCCC3C(=NC1=CC2)C=2C=CC1=C(N=C(S1)N)C2